(S)-5-((4-((2-hydroxy-1-phenylethyl)amino)-5-(5-(pyridin-2-yl)-1,3,4-oxadiazol-2-yl)pyridin-2-yl)amino)-3,3-dimethylisoindolin-1-one OC[C@H](C1=CC=CC=C1)NC1=CC(=NC=C1C=1OC(=NN1)C1=NC=CC=C1)NC=1C=C2C(NC(C2=CC1)=O)(C)C